(3R,4S)-1-(benzylsulfonyl)-3-((bis(methyl-d3)amino)methyl)-4-(3-methoxyphenyl)piperidin-4-ol C(C1=CC=CC=C1)S(=O)(=O)N1C[C@H]([C@](CC1)(O)C1=CC(=CC=C1)OC)CN(C([2H])([2H])[2H])C([2H])([2H])[2H]